BrC1=CC=C(OC2=C(C=CC=C2F)F)C=C1 2-(4-bromophenoxy)-1,3-difluorobenzene